BrC=1C=C(C(=O)N(C)OC)C=C(C1)Br 3,5-Dibromo-N-methoxy-N-methylbenzamide